CC1C(NCCN1)CN(C(OC(C)(C)C)=O)S(=O)(=O)C tert-butyl ((3-methylpiperazin-2-yl)methyl)(methylsulfonyl)carbamate